N-(3,4-DIFLUOROPHENYL)3-BORONOBENZAMIDE FC=1C=C(C=CC1F)NC(C1=CC(=CC=C1)B(O)O)=O